C(C)N(C(=O)NCC)C1=CC=CC=C1 N-ethyl-N'-ethylphenyl-urea